(trans)-N-(3-hydroxy-2-methyl-4-carbonylpyridin-1(4H)-yl)-3-(2-methoxyphenyl)acrylamide Ethyl-{[5-(4-methoxyphenyl)-1-phenyl-1H-pyrazol-3-yl]oxy}acetat C(C)OC(COC1=NN(C(=C1)C1=CC=C(C=C1)OC)C1=CC=CC=C1)=O.OC1=C(N(C=CC1=C=O)NC(\C=C\C1=C(C=CC=C1)OC)=O)C